C(C)NC1=NC=CC(=N1)N1CC(C1)CC=O 2-{1-[2-(ethylamino)pyrimidin-4-yl]Azetidin-3-yl}ethanone